CN1N=C(C(=C1)C=1C=C2CN(CC2=CC1)C(CN1N=C(N=C1)C#N)=O)C(F)(F)F 1-(2-(5-(1-methyl-3-(trifluoromethyl)-1H-pyrazol-4-yl)isoindolin-2-yl)-2-oxoethyl)-1H-1,2,4-triazole-3-carbonitrile